FC1(OC2=C(O1)C=CC(=C2)OCC(=O)NC21CC(C2)(C1)NC=1C=2N(C=CN1)N=C(C2)C)F 2-[(2,2-difluoro-2H-1,3-benzodioxol-5-yl)oxy]-N-{3-[(2-methylpyrazolo[1,5-a]pyrazin-4-yl)amino]bicyclo[1.1.1]pentan-1-yl}acetamide